[C@H]12N(C[C@H](CC1)C2)CC(=O)NC=2C=C(C(=NC2)C)NC(=O)C=2C=NN1C2C=NC(=C1)C=1C=NN(C1)C(F)F N-(5-(2-((1S,4R)-2-azabicyclo[2.2.1]heptan-2-yl)acetamido)-2-methylpyridin-3-yl)-6-(1-(difluoromethyl)-1H-pyrazol-4-yl)pyrazolo[1,5-a]pyrazine-3-carboxamide